FC(C1=NOC(=C1)C1=C(C=CC=C1C)O)F 2-[3-(difluoromethyl)isoxazol-5-yl]-3-methylphenol